ClC1=CC=C(S1)C#CC1CN(C1)C(=O)N1C[C@@H]2[C@@H](OCC(N2)=O)CC1 (4aR,8aS)-6-[3-[2-(5-Chlorothiophen-2-yl)ethynyl]azetidine-1-carbonyl]-4,4a,5,7,8,8a-hexahydropyrido[4,3-b][1,4]oxazin-3-one